C(C)(=O)N1[C@@H](CN(CC1)C(=O)[O-])C1=CC(=CC(=C1)Cl)Br (R)-4-acetyl-3-(3-bromo-5-chlorophenyl)piperazine-1-carboxylate